C(CCC(C)C)OC([C@@H](N)C)=O L-alanine isohexyl ester